1-(4-fluorophenyl)-5-(6-(isopropoxymethyl)-3-((2-methyl-2H-1,2,3-triazol-4-yl)sulfonyl)-3-azabicyclo[3.1.0]hexan-1-yl)-6-methyl-1H-indazole FC1=CC=C(C=C1)N1N=CC2=CC(=C(C=C12)C)C12CN(CC2C1COC(C)C)S(=O)(=O)C1=NN(N=C1)C